FC(C1=NC=CC(=C1)CN)(F)F 1-[2-(trifluoro-methyl)pyridin-4-yl]methan-amine